N-(2-methoxy-4-(1H-pyrazol-5-yl)phenyl)-7-methylquinolin-4-amine COC1=C(C=CC(=C1)C1=CC=NN1)NC1=CC=NC2=CC(=CC=C12)C